C1(CC1)NC1CCC12CNC2 N-cyclopropyl-2-azaspiro[3.3]heptan-7-amine